2-(2-amino-4-methylpentanamido)-6-diazo-5-oxohexanoate NC(C(=O)NC(C(=O)[O-])CCC(C=[N+]=[N-])=O)CC(C)C